(S)-8-(difluoromethoxy)-7',8'-difluoro-3H-spiro[imidazo[1,2-a]pyridine-2,4'-thiochromane]-6-carbonitrile FC(OC=1C=2N(C=C(C1)C#N)C[C@@]1(CCSC3=C(C(=CC=C13)F)F)N2)F